(S)-4-methoxy-2-nitro-5-((tetrahydrofuran-3-yl)oxy)benzamide COC1=CC(=C(C(=O)N)C=C1O[C@@H]1COCC1)[N+](=O)[O-]